benzyl ((2S,3S,4R)-6-bromo-2,3-dimethyl-1,2,3,4-tetrahydroquinolin-4-yl)carbamate BrC=1C=C2[C@@H]([C@H]([C@@H](NC2=CC1)C)C)NC(OCC1=CC=CC=C1)=O